2-amino-N',3-dimethyl-N'-(7H-pyrrolo[2,3-d]pyrimidin-2-yl)-N-((5-(trifluoromethyl)pyridin-2-yl)methyl)quinoline-6-carbohydrazide NC1=NC2=CC=C(C=C2C=C1C)C(=O)N(N(C=1N=CC2=C(N1)NC=C2)C)CC2=NC=C(C=C2)C(F)(F)F